N-(3,5-difluoropyridin-2-yl)-3-((13S,15S,Z)-16-(hydroxymethylene)-13-methyl-17-oxo-7,8,9,11,12,13,14,15,16,17-decahydro-6H-cyclopenta[a]phenanthren-15-yl)propanamide FC=1C(=NC=C(C1)F)NC(CC[C@H]/1C2C3CCC=4C=CC=CC4C3CC[C@@]2(C(\C1=C/O)=O)C)=O